N'-(methylenedi-4,1-cyclohexanediyl)di-aspartic acid C(C1CCC(CC1)N[C@@H](CC(=O)O)C(=O)O)C1CCC(CC1)N[C@@H](CC(=O)O)C(=O)O